CC(=C)CC(CC)(C)C 2,4,4-trimethyl-1-hexene